C(=O)(O)CN1N=C(C=C1)C(=O)[O-] 1-carboxymethyl-1H-pyrazole-3-carboxylate